(S)-N-((E)-2,2-dimethyl-1-(4-((2-methylpentyl)oxy)phenyl)propylidene)-2-methylpropane-2-sulfinamide CC(/C(/C1=CC=C(C=C1)OCC(CCC)C)=N\[S@@](=O)C(C)(C)C)(C)C